C(\C=C\CCCCCC)O trans-2-nonen-1-ol